ClC1=NC2=CC=CC(=C2C=C1)C(F)(F)F 2-chloro-5-trifluoromethylquinoline